NC=1C2=C(N=CN1)N(C(=C2C2=CC[C@@H](CC2)C(=O)O)Cl)C (1R)-4-{4-amino-6-chloro-7-methyl-7H-pyrrolo[2,3-d]pyrimidin-5-yl}cyclohex-3-ene-1-carboxylic acid